(4R)-4-[3-Oxo-3-[3-[4-[3-(trifluoro-methyl)cyclobutyl]phenyl]azetidin-1-yl]propyl]oxazolidin-2-one O=C(CC[C@H]1NC(OC1)=O)N1CC(C1)C1=CC=C(C=C1)C1CC(C1)C(F)(F)F